(±)-(1''R,3'S,6'S,8'R)-spiro[[1,3]dioxolane-2,2'-tricyclo[4.2.1.03,8]nonan]-7'-one [C@H]12C3([C@H]4CC[C@H](C([C@H]41)=O)C2)OCCO3 |&1:0|